4,5-diamino-6-hydroxypyrimidine hemisulfate S(=O)(=O)(O)O.NC1=NC=NC(=C1N)O.NC1=NC=NC(=C1N)O